phenyl cyclopropane-1-carboxylate C1(CC1)C(=O)OC1=CC=CC=C1